The molecule is a member of the class of 1-benzofurans that is a lignan obtained by cyclodimerisation of ferulic acid. It has a role as a bacterial xenobiotic metabolite. It is a member of 1-benzofurans, an alpha,beta-unsaturated monocarboxylic acid, a lignan, an aldehyde and a member of guaiacols. It derives from a ferulic acid. It is a conjugate acid of a (-)-DCA-CL(1-). It is an enantiomer of a (+)-DCA-CL. COC1=CC(=CC2=C1O[C@H]([C@@H]2C=O)C3=CC(=C(C=C3)O)OC)/C=C/C(=O)O